CC1=CC=C(C=C1)S(=O)(=O)O.C(CCC)N1N=C2C(=N1)C=CC(=C2)OC\C(\CN)=C\F (E)-2-(((2-butyl-2H-benzo[d][1,2,3]triazol-5-yl)oxy)methyl)-3-fluoroprop-2-en-1-amine 4-methylbenzenesulfonate